C(C)N1CCN(CC1)C=1C=CC(=NC1)NC1=NC=C(C(=N1)C1=CC=2C(N(CC3(C2S1)CCCC3)C)=O)F (2-((5-(4-ethylpiperazin-1-yl)pyridin-2-yl)amino)-5-fluoropyrimidin-4-yl)-5'-methyl-5',6'-dihydro-4'H-spiro[cyclopentane-1,7'-thieno[3,2-c]pyridin]-4'-one